COC1=CC=C2CCN(CC2=C1)C 7-methoxy-2-methyl-1,2,3,4-tetrahydroisoquinoline